BrC1=CC(=NC=C1)N1N=CC(=C1C(F)(F)F)C(=O)NC1=CC(=C(C=C1)OC1=C2C(=NC=C1)NC(N2C(C)C)=O)F 1-(4-bromopyridin-2-yl)-N-(3-fluoro-4-((1-isopropyl-2-keto-2,3-dihydro-1H-imidazo[4,5-b]pyridin-7-yl)oxy)phenyl)-5-(trifluoromethyl)-1H-pyrazole-4-carboxamide